(Z)-Methyl 5-methyl-3-(((4-((2-(4-(2-(methylamino)-2-oxoethyl)piperazin-1-yl)ethoxy)carbamoyl)phenyl)amino)(phenyl)methylene)-2-oxoindoline-6-carboxylate CC=1C=C2/C(/C(NC2=CC1C(=O)OC)=O)=C(\C1=CC=CC=C1)/NC1=CC=C(C=C1)C(NOCCN1CCN(CC1)CC(=O)NC)=O